methyl (2S)-2-amino-4-(chlorosulfonyl)butanoate dihydrochloride Cl.Cl.N[C@H](C(=O)OC)CCS(=O)(=O)Cl